C(C1=CC=CC=C1)(C1=CC=CC=C1)(C1=CC=CC=C1)N1C(=CC=CC=C1)C=O (1-tritylazepin-2-yl)methanone